(+)-4-(3-azido-2,4-difluorophenyl)-1-(1H-imidazol-1-ylmethyl)pyrrolidin-2-one N(=[N+]=[N-])C=1C(=C(C=CC1F)C1CC(N(C1)CN1C=NC=C1)=O)F